2-(2,5-dimethyl-1H-pyrrol-1-yl)thiazolo[4,5-c]pyridine CC=1N(C(=CC1)C)C=1SC2=C(C=NC=C2)N1